C(CCCCCCCCCCCCC)(=O)OC(CC)OC(CCCCCCCCCCCCC)=O propanediol dimyristate